FC(OC1=CC=C(C=C1)S(=O)(=O)N1CC2=C(C1)CN(C2)C(C(CO)C2=CC=CC=C2)=O)F 1-{5-[4-(Difluoromethoxy)benzenesulfonyl]-1H,2H,3H,4H,5H,6H-pyrrolo[3,4-c]pyrrol-2-yl}-3-hydroxy-2-phenylpropan-1-one